F[C@H]1C[C@H](N2N=C(N=C21)SC2CC(C2)F)C2=CC=CC=C2 (5S,7S)-7-fluoro-2-(((1R,3S)-3-fluorocyclobutyl)thio)-5-phenyl-6,7-dihydro-5H-pyrrolo[1,2-b][1,2,4]triazole